4-(6-(6-((5-fluoro-6-methoxypyridin-3-yl)methyl)-3,6-diazabicyclo[3.1.1]heptan-3-yl)pyridin-3-yl)-6-(3-hydroxy-4-methoxy-3-methylbut-1-yn-1-yl)pyrazolo[1,5-a]pyridine-3-carbonitrile FC=1C=C(C=NC1OC)CN1C2CN(CC1C2)C2=CC=C(C=N2)C=2C=1N(C=C(C2)C#CC(COC)(C)O)N=CC1C#N